C(C)(C)(C)OC(=O)N1CC2(NC3=NC(=C(C=C3CC2)C2=NC=CC=N2)C([2H])([2H])[2H])CC1 7'-(methyl-d3)-6'-(pyrimidin-2-yl)-3',4'-dihydro-1'H-spiro[pyrrolidine-3,2'-[1,8]naphthyridine]-1-carboxylic acid tert-butyl ester